[N+](=O)(O)[O-].[N+](=O)(O)[O-].CNC1=CC=C(C=C1)NC dimethyl-p-phenylenediamine dinitrate